7-[5-(3-benzylpyrrolidine-1-carbonyl)-6-methoxypyridin-3-yl]-5-(trifluoromethyl)pyrrolo[2,1-f][1,2,4]triazin-4-amine C(C1=CC=CC=C1)C1CN(CC1)C(=O)C=1C=C(C=NC1OC)C1=CC(=C2C(=NC=NN21)N)C(F)(F)F